CC1=C(SC=C1)S(=O)(=O)OC=1OC(=NN1)SCCCOC1=C(OC2=CC(=CC(=C2C1=O)OC)OC)C1=CC(=C(C(=C1)OC)OC)OC (5-((3-((5,7-dimethoxy-4-oxo-2-(3,4,5-trimethoxyphenyl)-4H-chromen-3-yl) oxy) propyl) thio)-1,3,4-oxadiazol-2-yl) methylthiophene-2-sulfonate